C(C)(C)(C)C1=C(C=CC(=C1)C)O 2-tert-butyl-4-methyl-phenol